FC1=NC=CC2=C1C[C@H]1CC[C@@H]2N1C(=O)NC1=CC(=CC=C1)F (5S,8R)-1-fluoro-N-(3-fluorophenyl)-6,7,8,9-tetrahydro-5H-5,8-epiminocyclohepta[c]-pyridine-10-carboxamide